4-[4-(2-{5-chloro-2-oxo-1,2-dihydrospiro[indole-3,4'-piperidin]-1'-yl}ethoxy)-2-(trifluoromethyl)benzoyl]-1lambda6-thiomorpholine-1,1-dione ClC=1C=C2C(=CC1)NC(C21CCN(CC1)CCOC1=CC(=C(C(=O)N2CCS(CC2)(=O)=O)C=C1)C(F)(F)F)=O